ClC1=CC=CC(=N1)OCC(C)OC1=CC(=NC=C1)C#CC1=CN=C(C2=CN=C(C=C12)N)NC 4-((4-((1-((6-chloropyridin-2-yl)oxy)propan-2-yl)oxy)pyridin-2-yl)ethynyl)-N1-methyl-2,7-naphthyridine-1,6-diamine